(R)-N-(2-cyano-7-(4-fluorophenyl)isoindolin-5-yl)-1-methylpiperidine-3-carboxamide C(#N)N1CC2=C(C=C(C=C2C1)NC(=O)[C@H]1CN(CCC1)C)C1=CC=C(C=C1)F